3-((3-Acrylamidopropyl)dimethylammonio)-2-hydroxypropan-1-sulfonat C(C=C)(=O)NCCC[N+](CC(CS(=O)(=O)[O-])O)(C)C